4-({[(2-methylpropan-2-yl)oxy]carbonyl}amino)butyric acid-2-hexyldecyl ester C(CCCCC)C(COC(CCCNC(=O)OC(C)(C)C)=O)CCCCCCCC